2,2,2-trifluoro-1-(hydroxymethyl)ethylamine FC(C(CO)N)(F)F